(R)-1-((5-fluoro-2-(2-methoxy-7-methylquinoxalin-5-yl)benzo[d]thiazol-6-yl)oxy)propan-2-yl (6-fluoropyridin-3-yl)carbamate FC1=CC=C(C=N1)NC(O[C@@H](COC1=CC2=C(N=C(S2)C2=C3N=CC(=NC3=CC(=C2)C)OC)C=C1F)C)=O